3-(1-methyl-1H-indazol-6-yl)-6-(3-((4-methylpiperazin-1-yl)methyl)phenyl)-1,4-dihydrothieno[2',3':4,5]cyclopenta[1,2-c]pyrazole CN1N=CC2=CC=C(C=C12)C=1C2=C(NN1)C1=C(C2)SC(=C1)C1=CC(=CC=C1)CN1CCN(CC1)C